methacrylic acid trifluoroborate salt B(F)(F)F.C(C(=C)C)(=O)O